Tert-butyl 6-(2,2,2-trifluoro-N-((1R,2S)-2-((E)-1-phenylbut-1-en-2-yl)cyclopropyl)acetamido)-2-azaspiro[3.3]heptane-2-carboxylate FC(C(=O)N([C@H]1[C@@H](C1)/C(=C/C1=CC=CC=C1)/CC)C1CC2(CN(C2)C(=O)OC(C)(C)C)C1)(F)F